N1=CNC2=C1C=CC(=C2)/C=C/C(=O)C2=C(C=C(C=C2OC)OC)O (E)-3-(3H-Benzimidazol-5-yl)-1-(2-hydroxy-4,6-dimethoxyphenyl)prop-2-en-1-one